C(C)C1=C(C=CC(=C1)O)N=C(N)C1=C(C=2N(N=C1)C=C(C2)C2=CC=CC=C2)N[C@H]2[C@@H](CCCC2)C(F)(F)F N'-(2-ethyl-4-hydroxyphenyl)-6-phenyl-4-(((1R,2R)-2-(trifluoromethyl)cyclohexyl)-amino)pyrrolo[1,2-b]pyridazine-3-carboximidamide